CN1CC2CCC(C1)N2CC2=C(C=C(N)C=C2)C(F)(F)F 4-((3-methyl-3,8-diazabicyclo[3.2.1]octan-8-yl)methyl)-3-(trifluoromethyl)aniline